NC1CCCC1 rac-trans-3-aminocyclopentane